C1(CC1)C1=C(C(=NO1)C1=C(C=CC=C1Cl)Cl)C1(CC2(C1)CCN(CC2)C=2SC1=C(N2)C(=CC(=C1)C(=O)O)F)O 2-(2-(5-cyclopropyl-3-(2,6-dichlorophenyl)isoxazol-4-yl)-2-hydroxy-7-azaspiro[3.5]non-7-yl)-4-fluorobenzo[d]thiazole-6-carboxylic acid